The molecule is a hydroxyoctadecatrienoic acid that consists of 9Z,11E,15Z-octadecatrienoic acid bearing an additional 13-hydroxy substituent. It is a hydroxy fatty acid and a HOTrE. CC/C=C\\CC(/C=C/C=C\\CCCCCCCC(=O)O)O